COC=1C=C2C(N(C(=NC2=CC1)CCCCN(C(OC(C)(C)C)=O)C)CC(C)(C)C)=O tert-butyl (4-(6-methoxy-3-neopentyl-4-oxo-3,4-dihydroquinazolin-2-yl)butyl)(methyl)carbamate